CN1N=C2[C@@H](N(CCC2=C1C1=NN(C(=C1)C(F)(F)F)C)C(=O)C1=C2C(=NC=C1)N=CS2)C (S)-(2,7-dimethyl-3-(1-methyl-5-(trifluoromethyl)-1H-pyrazol-3-yl)-2,4,5,7-tetrahydro-6H-pyrazolo[3,4-c]pyridin-6-yl)(thiazolo[4,5-b]pyridin-7-yl)methanone